NC=1C(=NC=CC1N1N=NC(=C1)C(C)C)C#N 3-amino-4-(4-isopropyl-1H-1,2,3-triazol-1-yl)picolinonitrile